1,2,3,6-tetrahydropyridine bistrifluoroacetic acid salt FC(C(=O)O)(F)F.FC(C(=O)O)(F)F.N1CCC=CC1